cyanoethoxydiisopropylaminophosphinyl-(R)-4-aminobutane-1,3-diol C(#N)CCO[C@@](CC(CN)O)(O)P(=O)N(C(C)C)C(C)C